nonyl-propenyl-phenylether ammonium sulfate salt S(=O)(=O)([O-])[O-].[NH4+].C(CCCCCCCC)C=1C(=C(C=CC1)OC1=C(C(=CC=C1)CCCCCCCCC)C=CC)C=CC.[NH4+]